((5-((5-(3,5-dimethylisoxazol-4-yl)-2-methylphenyl) (4-(4-methyl-1H-imidazol-1-yl) phenyl) amino) pentyl) oxy) acetate C(C)(=O)OOCCCCCN(C1=CC=C(C=C1)N1C=NC(=C1)C)C1=C(C=CC(=C1)C=1C(=NOC1C)C)C